O=C1N([C@@H]2CC[C@H](N1C2)C(OCC2=CC=NC=C2)=N)OS(=O)(=O)O Pyridin-4-ylmethyl (2S,5R)-7-oxo-6-(sulfooxy)-1,6-diazabicyclo[3.2.1]octane-2-carbimidate